5-formyl-2',6'-dimethyl-[1,1'-biphenyl]-2-carbonitrile C(=O)C1=CC=C(C(=C1)C1=C(C=CC=C1C)C)C#N